C(CCC)(=O)NC=1C=CC(=NC1)C=1N=NN(C1NC(O[C@H](C)C=1C(=NC=CC1)Cl)=O)C (R)-1-(2-chloropyridin-3-yl)ethyl (4-(5-butyramidopyridin-2-yl)-1-methyl-1H-1,2,3-triazol-5-yl)carbamate